calcium plumbate [O-][Pb](=O)[O-].[Ca+2]